CN1N=CC(=C1C1(CC1)C)C=O [1-methyl-5-(1-methylcyclopropyl)pyrazol-4-yl]methanone